N[C@@H]1C[C@@H](CC12CCN(CC2)C=2C(NC(=CN2)SC2=C(C(=CC=C2)Cl)Cl)=O)O 3-((1R,3R)-1-amino-3-hydroxy-8-azaspiro[4.5]decan-8-yl)-6-((2,3-dichlorophenyl)thio)pyrazin-2(1H)-one